2-[6-amino-5-(trifluoromethyl)pyridin-3-yl]-N-[(1R)-1-phenylpropyl]-6,7-dihydrospiro[pyrazolo[5,1-c][1,4]oxazine-4,3'-pyrrolidine]-1'-carboxamide NC1=C(C=C(C=N1)C1=NN2C(=C1)C1(CN(CC1)C(=O)N[C@H](CC)C1=CC=CC=C1)OCC2)C(F)(F)F